C(CCCCCCC\C=C/C\C=C/CCCCC)(=O)NC(CCN(C)C)NC(CCCCCCC\C=C/C\C=C/CCCCC)=O dilinoleamidopropyldimethylamine